2-((2-(4-chloro-1H-1,2,3-triazol-1-yl)-5-methylphenylamino)-2-oxoethyl)-N-(2-chloroacetyl)phenylalaninate ClC=1N=NN(C1)C1=C(C=C(C=C1)C)NC(CC1=C(C[C@H](NC(CCl)=O)C(=O)[O-])C=CC=C1)=O